3,3-bis-chloromethylpropylenoxid ClCC(C1CO1)CCl